CCCCCCCCCCC[C@H](CC(=O)N[C@@H](CC(=O)N)C(=O)NC([C@@H](CC(=O)N)O)C(=O)NC(C=O)C(C)C)O The molecule is a dicarboxylic acid diamide isolated from the fungus Metulocladosporiella and has been shown to exhibit antifungal activity. It has a role as an antifungal agent and a fungal metabolite. It is an aldehyde, a diol, a secondary alcohol and a dicarboxylic acid diamide.